N-(benzo[b]thiophen-2-yl)-1-hydroxy-N-isobutyl-7-((tetrahydro-2H-pyran-4-yl)methoxy)-2,3-dihydro-1H-indene-4-sulfonamide S1C2=C(C=C1N(S(=O)(=O)C=1C=3CCC(C3C(=CC1)OCC1CCOCC1)O)CC(C)C)C=CC=C2